N1C=CC2=C(C=CC=C12)C=1N=C(C2=C(N1)C(=CS2)CS(=O)(=O)C)N2[C@@H](COCC2)C (R)-4-(2-(1H-Indol-4-yl)-7-((methylsulfonyl)methyl)thieno[3,2-d]pyrimidin-4-yl)-3-methyl-morpholine